ClC1=CN=CC(=N1)N1CCN(CC1)C(=O)OC(C)(C)C tert-butyl 4-(6-chloropyrazin-2-yl)piperazine-1-carboxylate